FC(C1=CC=C(C=C1)C1=CC=C2C=CC(=CC2=C1)C(=O)O)(F)F 7-(4-(trifluoromethyl)phenyl)-2-naphthaleneFormic acid